ClC=1C=C(C=NC1)C1=NC(=C2N=CN(C2=N1)[C@H]1[C@@H]([C@@H]([C@H](O1)C(=O)NC([2H])([2H])[2H])O)O)NCC1=CC=C(C=C1)I (2s,3s,4r,5r)-5-(2-(5-chloropyridin-3-yl)-6-(4-iodobenzylamino)-9H-purin-9-yl)-3,4-dihydroxy-N-(methyl-d3)-tetrahydrofuran-2-carboxamide